CC1=C(C=CC=C1C)N1CCN(CC1)C(CN1N=C(C2=C1C[C@@H]1[C@H]2C1)C(=O)N1CC(CCC1)N1C(NCC1)=O)=O 1-{1-[(3bR,4aR)-1-{2-[4-(2,3-Dimethylphenyl)piperazin-1-yl]-2-oxoethyl}-3b,4,4a,5-tetrahydro-1H-cyclopropa[3,4]cyclopenta[1,2-c]pyrazol-3-carbonyl]piperidin-3-yl}imidazolidin-2-on